C(C)OC(=O)C=1N=CSC1NC(=O)OCC 5-((ethoxycarbonyl)amino)thiazole-4-carboxylic acid ethyl ester